(E)-2-(4-(3,7-dimethyloct-1,6-dienyl)phenoxy)acetic acid CC(/C=C/C1=CC=C(OCC(=O)O)C=C1)CCC=C(C)C